C(C)(C)(C)N(CCNC1=CC=2NC3=CC=C(C=C3C2C=C1C1=CC(=C(C=C1)Cl)Cl)Cl)\C(=N\C(O)=O)\NC(=O)OC(C)(C)C.CN1N=CC2=CC=C(C=C12)CC(CCC)S(=O)(=O)N (1-methyl-1H-indazol-6-yl)pentane-2-sulfonamide (E)-tert-Butyl-(tert-butoxycarbonylamino)(2-(6-chloro-3-(3,4-dichlorophenyl)-9H-carbazol-2-ylamino)ethylamino)methylenecarbamate